1-(6-ethyl-2,6-dimethylcyclohexa-1,3-dien-1-yl)ethan-1-one C(C)C1(CC=CC(=C1C(C)=O)C)C